2,4-dichloro-fluoropyrimidine ClC1=NC=C(C(=N1)Cl)F